2-Hydroxy-5-methyl-pyridine OC1=NC=C(C=C1)C